BrC=1C=CC=2N(C1F)C=NC2C(=O)O 6-bromo-5-fluoroimidazo[1,5-a]pyridine-1-carboxylic acid